pinanyl-methanol C12(C(CCC(C1(C)C)C2)C)CO